alpha-ethyl-2-oxo-1-pyrrolidineacetic acid methyl ester COC(C(N1C(CCC1)=O)CC)=O